Bromo-1'-(3-oxocyclobutyl)spiro[cyclopropane-1,3'-indoline]-2'-one BrC1=C2C3(C(N(C2=CC=C1)C1CC(C1)=O)=O)CC3